C1(C(C)O1)OCCC[Si](OCC)(OCC)C gamma-(1,2-epoxypropoxy)propylmethyldiethoxysilane